O[C@@H]1C[C@@H](N(C1)C(=O)OC(C)(C)C)C(=O)[O-] tert-butyl (2R,4R)-4-hydroxy-1,2-pyrrolidinedicarboxylate